CN1C[C@@H](C[C@@H]2CC(CC[C@@H]12)=O)C(=O)N(C(=O)NCCN(C)C)CCC 1-{[(3R,4aR,8aR)-1-methyl-6-oxodecahydroquinoline-3-yl]carbonyl}-3-[2-(dimethylamino)ethyl]-1-propylurea